CC1(C2=C(CN(CC1)C1=CC(=C(C(=C1)C)NC(CC(C)(C)C)=O)C)C=CS2)C N-(4-(8,8-dimethyl-4,6,7,8-tetrahydro-5H-thieno[3,2-c]azepin-5-yl)-2,6-dimethylphenyl)-3,3-dimethylbutanamide